[Si](C)(C)(C(C)(C)C)OC[C@H](COCCCO)NC(OC(C)(C)C)=O (S)-tert-butyl (1-((tert-butyldimethylsilyl)oxy)-3-(3-hydroxypropoxy)propan-2-yl)carbamate